C(N)(=O)C[C@@H](C(=O)N1[C@@H](C[C@H](C1)F)C(=O)N[C@@H](C1=CC=CC=C1)C1=CC(=C(C=C1)C(C)C)F)NC(C)=O (2S,4R)-1-[(2S)-3-carbamoyl-2-acetamidopropanoyl]-4-fluoro-N-[(S)-[3-fluoro-4-(propan-2-yl)phenyl](phenyl)methyl]pyrrolidine-2-carboxamide